C(C)OC(=O)C1=NN(C(=C1)CSC(C)=O)C 5-((acetylthio)methyl)-1-methyl-1H-pyrazole-3-carboxylic acid ethyl ester